5-(6-chloro-1-(2-isopropyl-4-methylpyridin-3-yl)-7-(2-methoxyphenyl)-2-oxo-1,2-dihydropyrido[2,3-d]pyrimidin-4-yl)hexahydropyrrolo[3,4-c]pyrrole-2(1H)-carboxylic acid tert-butyl ester C(C)(C)(C)OC(=O)N1CC2CN(CC2C1)C=1C2=C(N(C(N1)=O)C=1C(=NC=CC1C)C(C)C)N=C(C(=C2)Cl)C2=C(C=CC=C2)OC